N-(6-((2-(1-(2-methoxyethyl)-1H-imidazol-2-yl)thieno[2,3-d]pyrimidin-4-yl)thio)hexyl)-3-methyl-4-(piperazin-1-yl)aniline COCCN1C(=NC=C1)C=1N=C(C2=C(N1)SC=C2)SCCCCCCNC2=CC(=C(C=C2)N2CCNCC2)C